(2,3-Dimethoxyphenyl)(piperidin-4-yl-2,2,3,3,4,5,5,6,6-d9)methanone trifluoroacetate salt FC(C(=O)O)(F)F.COC1=C(C=CC=C1OC)C(=O)C1(C(C(NC(C1([2H])[2H])([2H])[2H])([2H])[2H])([2H])[2H])[2H]